CN1S(C=C(N=C1)C)(=O)=O 2,5-dimethyl-1,2,4-thiadiazine 1,1-dioxide